2'-amino-2,5-dichloro-N-(5-chloro-6-(2H-1,2,3-triazol-2-yl)pyridin-3-yl)-4'-fluoro-[1,1'-biphenyl]-4-carboxamide NC1=C(C=CC(=C1)F)C1=C(C=C(C(=C1)Cl)C(=O)NC=1C=NC(=C(C1)Cl)N1N=CC=N1)Cl